1-methoxycarbonylmethyl-4-[3-(methoxy)phenylthiomethyl]-1H-1,2,3-triazole COC(=O)CN1N=NC(=C1)CSC1=CC(=CC=C1)OC